C(C\C=C\CCCCCC)(=O)O (E)-dec-3-enoic acid